ClC1=C2C(C(=C(NC2=C(C=C1)C(=O)O)NC1=C(C=C(C=C1)Cl)Cl)C(CC(C)C)=O)=O 5-chloro-2-((2,4-dichlorophenyl)amino)-3-(3-methylbutanoyl)-4-oxo-1,4-dihydroquinoline-8-carboxylic acid